4-(dimethylamino)butanoic acid hydrochloride salt Cl.CN(CCCC(=O)O)C